4-((2s,5r)-4-propenoyl-2,5-dimethylpiperazin-1-yl)-7-(2-amino-3,6-difluorophenyl)-6-chloro-1-(2-isopropyl-4-(methylsulfanyl)pyridin-3-yl)pyrido[2,3-d]pyrimidin-2(1H)-one C(C=C)(=O)N1C[C@@H](N(C[C@H]1C)C=1C2=C(N(C(N1)=O)C=1C(=NC=CC1SC)C(C)C)N=C(C(=C2)Cl)C2=C(C(=CC=C2F)F)N)C